methyl 6-(tert-butyl)-10-chloro-2-(hydroxyimino)-9-(3-methoxypropoxy)-6,7-dihydro-2H-pyrido[2,1-a]isoquinoline-3-carboxylate C(C)(C)(C)C1N2C(C3=CC(=C(C=C3C1)OCCCOC)Cl)=CC(C(=C2)C(=O)OC)=NO